C12=CC=CC=3C(=CC=CC13)C(=O)OC2=O naphthalene-1,5-dicarboxylic anhydride